tert-Butyl 4-(7-bromo-1-methyl-2,3-dioxo-2,3-dihydropyrido[2,3-b]pyrazin-4(1H)-yl)piperidin-1-carboxylate BrC1=CC2=C(N(C(C(N2C)=O)=O)C2CCN(CC2)C(=O)OC(C)(C)C)N=C1